BrC1=C(C(=CC(=N1)NC(C)=O)C)C(F)(F)F N-[6-bromo-4-methyl-5-(trifluoromethyl)-2-pyridyl]acetamide